1-methyldimethoxysilyl-6-(diethylamino)(methyldiethoxysilylpropylamino)methylsilylhexane C[Si](C(CCCCCN(CC)CC)[SiH2]CNCCC[Si](OCC)(OCC)C)(OC)OC